OCCC(COCC(CCO)N(C)C)N(C)C hydroxyethyldimethylaminoethyl ether